4-(((R)-2-hydroxy-1-methylethyl)sulfonamido)-N-(2-((R)-2-methylmorpholino)pyrimidin-4-yl)-2-(6-azaspiro[2.5]octan-6-yl)benzamide OC[C@@H](C)S(=O)(=O)NC1=CC(=C(C(=O)NC2=NC(=NC=C2)N2C[C@H](OCC2)C)C=C1)N1CCC2(CC2)CC1